N-(1-(5-(6-(3-amino-3-methylbut-1-yn-1-yl)-3-cyanopyrazolo[1,5-a]pyridin-4-yl)pyridin-2-yl)-4-methylpiperidin-4-yl)-3-chloromethylpyridinamide NC(C#CC=1C=C(C=2N(C1)N=CC2C#N)C=2C=CC(=NC2)N2CCC(CC2)(C)NC(=O)C2=NC=CC=C2CCl)(C)C